T-butyl heptane-5-carboxylate CCCCC(CC)C(=O)OC(C)(C)C